2-[METHYL(3-OXOPROPYL)AMINO]ACETAMIDE CN(CC(=O)N)CCC=O